BrC=1C(=NN(C1)C)C=1C=NSC1 4-(4-bromo-1-methyl-1H-pyrazol-3-yl)isothiazole